6-(4-(4-(hydroxymethyl)-3-nitrobenzoyl)piperazin-1-yl)-2-(2-morpholinoethyl)-1H-benzisoquinoline-1,3(2H)-dione OCC1=C(C=C(C(=O)N2CCN(CC2)C=2C=C3CC(N(C(C3=C3C2C=CC=C3)=O)CCN3CCOCC3)=O)C=C1)[N+](=O)[O-]